7-chloro-3-(1-(trifluoromethyl)cyclopropyl)imidazo[1,5-a]pyridine ClC1=CC=2N(C=C1)C(=NC2)C2(CC2)C(F)(F)F